2-((5-(2-((3R)-6-((3-(dimethylamino)-2-methyl-3-oxopropyl)(methyl)amino)-2-methylhex-3-yl)-2,6-diazaspiro[3.4]oct-6-yl)-1,2,4-triazin-6-yl)oxy)-N-ethyl-5-fluoro-N-isopropylbenzamide CN(C(C(CN(CCC[C@H](C(C)C)N1CC2(C1)CN(CC2)C=2N=CN=NC2OC2=C(C(=O)N(C(C)C)CC)C=C(C=C2)F)C)C)=O)C